(3-Fluorophenyl)-2-((3-methylbenzyl)thio)-4-phenyl-1H-imidazole FC=1C=C(C=CC1)N1C(=NC(=C1)C1=CC=CC=C1)SCC1=CC(=CC=C1)C